ClC1=NC(=NC(=N1)C1=CC=CC=2OC3=C(C21)C=CC=C3)C3=CC=CC2=C(C=CC=C32)C3=CC=CC=C3 2-chloro-4-(dibenzo[b,d]furan-1-yl)-6-(5-phenylnaphthalene-1-yl)-1,3,5-triazine